(1S)-2-[4,6-bis(difluoromethyl)-1,3,5-triazin-2-yl]-6-methoxy-1-(2-methylpropyl)-2,3,4,9-tetrahydro-1H-pyrido[3,4-b]indole FC(C1=NC(=NC(=N1)C(F)F)N1[C@H](C=2NC3=CC=C(C=C3C2CC1)OC)CC(C)C)F